(R)-1-(2-chloropyridin-3-yl)ethyl (4-(5-(3,3-difluoropropanamido)pyridin-2-yl)-1-methyl-1H-1,2,3-triazol-5-yl)carbamate FC(CC(=O)NC=1C=CC(=NC1)C=1N=NN(C1NC(O[C@H](C)C=1C(=NC=CC1)Cl)=O)C)F